NC[C@]1(COCC1)O (R)-3-(aminomethyl)tetrahydrofuran-3-ol